(E)-N'-methoxy-N'-methyl-N-[methyl-(ethyl)carbamoyl]-but-2-enediamide CON(C(/C=C/C(=O)NC(N(CC)C)=O)=O)C